tert-butyl 2-(4-((3S,4R)-3-phenyl-7-((tetrahydro-2H-pyran-2-yl) oxy) chroman-4-yl) phenyl)-2,7-diazaspiro[3.5]nonane-7-carboxylate C1(=CC=CC=C1)[C@H]1COC2=CC(=CC=C2[C@H]1C1=CC=C(C=C1)N1CC2(C1)CCN(CC2)C(=O)OC(C)(C)C)OC2OCCCC2